1-(4-methoxyphenyl)-N-[[2-(1-piperidyl)-4-pyridyl]-methyl]ethanamin COC1=CC=C(C=C1)C(C)NCC1=CC(=NC=C1)N1CCCCC1